2,6-bis(1'-methylbenzimidazolyl)-4-hydroxypyridine CN1C(=NC2=C1C=CC=C2)C2=NC(=CC(=C2)O)C2=NC1=C(N2C)C=CC=C1